CC1=CC(=NC=C1C#N)N1N=CC(=C1)CN1C[C@H](N(C(C1)=O)C)C=1C(=C2COC(C2=CC1)=O)C (R)-4-methyl-6-(4-((4-methyl-3-(4-methyl-1-oxo-1,3-dihydro-isobenzofuran-5-yl)-5-oxo-piperazin-1-yl)methyl)-1H-pyrazol-1-yl)nicotinonitrile